[N+](=O)([O-])C1=CC=C(C=C1)C1(COCOC1)C(=O)C1=CC=CC=C1 (5-(4-nitrophenyl)-1,3-dioxan-5-yl)(phenyl)methanone